(E)-N-methoxy-1-(2,4,6-trichlorophenyl)propane-2-imine CO/N=C(/CC1=C(C=C(C=C1Cl)Cl)Cl)\C